bromo-5''-methoxydispiro[[1,3]dioxan-2,1'-cyclohexane-4',1''-indene] BrC=1C2(C3=CC=C(C=C3C1)OC)CCC1(CC2)OCCCO1